2-[4-[[(1s,3s)-3-hydroxycyclohexyl]amino]pyrido[3,4-d]pyridazin-1-yl]-5-(trifluoromethyl)phenol O[C@@H]1C[C@H](CCC1)NC=1N=NC(=C2C1C=NC=C2)C2=C(C=C(C=C2)C(F)(F)F)O